3,5-dichloro-4-fluorophenyl 3-azido-3-deoxy-1-thio-α-D-galactopyranoside N(=[N+]=[N-])[C@@H]1[C@H]([C@@H](SC2=CC(=C(C(=C2)Cl)F)Cl)O[C@@H]([C@@H]1O)CO)O